(4-(hydroxymethyl)phenyl)azobenzene OCC1=CC=C(C=C1)C1=C(C=CC=C1)N=NC1=CC=CC=C1